S1C(=CC=C1)C1=CSC=2N=C3N(CCC4=C3NC3=CC=CC=C43)C(C21)=O 3-(thiophen-2-yl)-6,7-dihydrothieno[2'',3'':4',5']pyrimido[1',2':1,2]pyrido[3,4-b]indol-4(12H)-one